2-(5-((3-(Cyclopropylmethyl)-2,4,5-trioxoimidazolidin-1-yl)methyl)-1,2,4-oxadiazol-3-yl)acetic acid HCl Cl.C1(CC1)CN1C(N(C(C1=O)=O)CC1=NC(=NO1)CC(=O)O)=O